4-(2-amino-6-(o-tolyl)pyrimidin-4-yl)-1-benzyl-pyridin-2(1H)-one NC1=NC(=CC(=N1)C1=CC(N(C=C1)CC1=CC=CC=C1)=O)C1=C(C=CC=C1)C